(S) or (R)-N'-((2,3,5,6,7,8-hexahydro-1H-cyclopenta[b]quinolin-9-yl)carbamoyl)-2-(2-hydroxypropan-2-yl)thiazole-5-sulfonimidamide C1CCC2=NC=3CCCCC3C(=C21)NC(=O)N=[S@@](=O)(N)C2=CN=C(S2)C(C)(C)O |o1:17|